tri(1-butenyl)(amino)silane C(=CCC)[Si](N)(C=CCC)C=CCC